Br[C@@H]1COC2=CC=CC=C2[C@H]1O rac-(trans)-3-bromochroman-4-ol